1-(2-(2,6-difluorophenyl)-8-(trifluoromethyl)pyrazolo[1,5-a][1,3,5]triazin-4-yl)cyclohexane-1,4-diamine FC1=C(C(=CC=C1)F)C1=NC=2N(C(=N1)C1(CCC(CC1)N)N)N=CC2C(F)(F)F